C(C)(C)(C)C=1C=C(CN2C(N(C(N(C2=O)CC2=CC(=C(C(=C2)C(C)(C)C)O)C(C)(C)C)=O)CC2=CC(=C(C(=C2)C(C)(C)C)O)C(C)(C)C)=O)C=C(C1O)C(C)(C)C 1,3,5-TRis(3,5-di-tert-butyl-4-hydroxy-benzyl)-1,3,5-triazine-2,4,6(1H,3H,5H)-trione